2-[(3R)-oxolan-3-yl]pyrazolo[4,3-b]pyridin-5-ylpent-2-ynamide O1C[C@@H](CC1)N1N=C2C(N=C(C=C2)C(C#CC(=O)N)C)=C1